N1(CC=CC=C1)CC(=O)N 1(2H)-PYRIDINEACETAMIDE